ClC=1C(=C2C(=NC1C)CN(C2)C(=O)[C@H]2CN(CC2)C2=NC=C(N=C2)OC)C (3-chloro-2,4-dimethyl-5,7-dihydropyrrolo[3,4-b]pyridin-6-yl)-[(3R)-1-(5-methoxypyrazin-2-yl)pyrrolidin-3-yl]methanone